C(=O)O.FC1=CC=2N(C=C1NC(=O)N1CCC=3C1=NC=CC3N3CCNCC3)C=C(N2)C N-(7-fluoro-2-methylimidazo[1,2-a]pyridin-6-yl)-4-(piperazin-1-yl)-2,3-dihydro-1H-pyrrolo[2,3-b]pyridine-1-carboxamide formate